CS(=O)(=O)CCN1CCN(CC1)C(=O)OC1=CC=C2C(=CC=NC2=C1)NC1=CN=NC(=C1)C1=C(C=CC(=C1)Cl)F 4-{[6-(5-chloro-2-fluorophenyl)pyridazin-4-yl]amino}-quinolin-7-yl 4-(2-methane-sulfonylethyl)piperazine-1-carboxylate